C1C=CC2=CC3=C(C=CC4=CC=CC=C34)C=C2C=1 1,2-Benzanthracene